(2,3-dichlorophenyl)acetimidamide ClC1=C(C=CC=C1Cl)CC(N)=N